(R)-N-(1-(6,7-Difluoro-1-oxo-1,2-dihydroisoquinolin-4-yl)ethyl)-N-isobutylindolizine-2-carboxamide FC=1C=C2C(=CNC(C2=CC1F)=O)[C@@H](C)N(C(=O)C=1C=C2C=CC=CN2C1)CC(C)C